4-(3-hydroxy-3-methylbut-1-yn-1-yl)-2-(1-methyl-1H-pyrazol-5-yl)isoindolin-1-one OC(C#CC1=C2CN(C(C2=CC=C1)=O)C1=CC=NN1C)(C)C